4-[3-[2,6-Dichloro-4-(3-methoxy-3-methylazetidin-1-yl)benzoyl]-2,4-dihydro-1,3-benzoxazin-8-yl]-5-fluoro-2-(3-oxa-8-azabicyclo[3.2.1]octan-8-yl)benzoic acid ClC1=C(C(=O)N2COC3=C(C2)C=CC=C3C3=CC(=C(C(=O)O)C=C3F)N3C2COCC3CC2)C(=CC(=C1)N1CC(C1)(C)OC)Cl